2-methyl-naphtho[2,1-d]oxazole CC=1OC2=C(N1)C=CC1=CC=CC=C12